(R)-1-(5-chloro-2-ethylpyridin-3-yl)-3-methylpyrrolidin-3-ol ClC=1C=C(C(=NC1)CC)N1C[C@@](CC1)(O)C